tert-butyl 3-((3aR,6aS)-5-(4-(4-amino-3-(4-phenoxyphenyl)-1H-pyrazolo[3,4-d]pyrimidin-1-yl)piperidin-1-yl)hexahydrocyclopenta[c]pyrrol-2(1H)-yl)azetidine-1-carboxylate NC1=C2C(=NC=N1)N(N=C2C2=CC=C(C=C2)OC2=CC=CC=C2)C2CCN(CC2)C2C[C@@H]1[C@@H](CN(C1)C1CN(C1)C(=O)OC(C)(C)C)C2